ClC=1C(=NC(=C(C1)C#N)Cl)NC=1C=C2C=C(C(NC2=CC1)=O)OCC(=O)NC 2-[[6-[(3,6-dichloro-5-cyano-2-pyridinyl)amino]-2-oxo-1H-quinolin-3-yl]oxy]-N-methylacetamide